(R)-10-cyclopropyl-1-(9H-fluoren-9-yl)-3,6-dioxo-2,9-dioxa-4,7-diazaundecane-11-oic acid C1(CC1)[C@@H](OCNC(CNC(OCC1C2=CC=CC=C2C=2C=CC=CC12)=O)=O)C(=O)O